C12(CC3CC(CC(C1)C3)C2)NCCC2=CC=C(CNC=3C=C(C=CC3)NC3C(NC(CC3)=O)=O)C=C2 3-((3-((4-(2-((adamantan-1-yl)amino)ethyl)benzyl)amino)phenyl)amino)piperidine-2,6-dione